NC=1C=C(C=C(C1)C(F)(F)F)[C@@H](C)NC=1C2=C(N=C(N1)C)N=C(C(=C2)OCC(C)(C)OC)OC (R)-N-(1-(3-amino-5-(trifluoromethyl)phenyl)ethyl)-7-methoxy-6-(2-methoxy-2-methylpropoxy)-2-methylpyrido[2,3-d]pyrimidin-4-amine